C1(CC1)N(CC[C@@H](C(=O)O)NC(=O)C=1C2=CN(N=C2C=CC1)CC(C)C)CCCCC1=NC=2NCCCC2C=C1 (S)-4-(cyclopropyl(4-(5,6,7,8-tetrahydro-1,8-naphthyridin-2-yl)butyl)amino)-2-(2-isobutyl-2H-indazole-4-carboxamido)butanoic acid